[(1S,2R)-2-(hydroxymethyl)cyclopropyl]methanol OC[C@H]1[C@H](C1)CO